(9S)-9-(tert-butoxycarbonylamino)-1,4-dioxa-7-spiro[4.4]nonanecarboxylic acid ethyl ester C(C)OC(=O)C1CC2(OCCO2)[C@H](C1)NC(=O)OC(C)(C)C